C1C(CC12CCNCC2)N2CCC(CC2)C=2C=CC(=NC2)NC2=NC=C(C(=N2)C=2C=C(C1=C(N(CCO1)C(C)C)C2)F)F N-[5-[1-(7-azaspiro[3.5]nonan-2-yl)-4-piperidyl]-2-pyridyl]-5-fluoro-4-(8-fluoro-4-isopropyl-2,3-dihydro-1,4-benzoxazin-6-yl)pyrimidin-2-amine